CC1=C(NC2=CC(=CC=C12)C)B1OC(C(O1)(C)C)(C)C 3,6-dimethyl-2-(4,4,5,5-tetramethyl-1,3,2-dioxaborolan-2-yl)-1H-indole